C(#N)C=1C=C(C=CC1/N=C/N(C)C)N1CCN(CC1)C(=O)OC(C)(C)C tert-butyl 4-{3-cyano-4-[(E)-[(dimethylamino)methylidene]amino]phenyl}piperazine-1-carboxylate